1-(8-chloroimidazo[3,2-a]pyridin-6-yl)-3-methylcyclobutane-1-carboxylic acid methyl ester COC(=O)C1(CC(C1)C)C=1C=C(C=2N(C1)C=CN2)Cl